(1S,2R,4R)-N-(6-cyano-1-cyclobutyl-1H-benzo[d]imidazol-2-yl)bicyclo[2.2.1]heptane-2-carboxamide C(#N)C=1C=CC2=C(N(C(=N2)NC(=O)[C@H]2[C@H]3CC[C@@H](C2)C3)C3CCC3)C1